C(=CCCCCCCCCC)O n-undecenol